2-(3-(heptadecan-9-yloxy)-5-pentadecylphenyl)-4,4,5,5-tetramethyl-1,3,2-dioxaborolane CCCCCCCCC(CCCCCCCC)OC=1C=C(C=C(C1)CCCCCCCCCCCCCCC)B1OC(C(O1)(C)C)(C)C